5H-1,2,3,4-tetrazole N1=NN=NC1